N-(4-((2-(1,1-difluoroethyl)-6-methoxypyrimidin-4-yl)amino)pyridin-2-yl)acetamide FC(C)(F)C1=NC(=CC(=N1)NC1=CC(=NC=C1)NC(C)=O)OC